BrC1=CC=C(C=C1)N1CCN(CC1)S(=O)(=O)C1=CC=C(C=C1)NC(NCC=1C=NC=CC1)=O 3-{4-[4-(4-bromophenyl)piperazine-1-sulfonyl]phenyl}-1-(pyridin-3-ylmethyl)urea